C(C)OC=1C=C(C=CC1)NC(N(C)C1=CC=2OC(C(=CC2S1)C(=O)O)=O)=O 2-(3-(3-ethoxyphenyl)-1-methylureido)-5-oxo-5H-thieno[3,2-b]pyran-6-carboxylic acid